(E)-N'-{3-[3-(4-Fluorophenyl)-4-{6-phenylfuro[2,3-d]pyrimidin-4-yl}pyrazol-1-yl]propanesulfonyl}-N,N-dimethylmethanimidamide FC1=CC=C(C=C1)C1=NN(C=C1C=1C2=C(N=CN1)OC(=C2)C2=CC=CC=C2)CCCS(=O)(=O)/N=C/N(C)C